O1C=CC2=NC=C(C=C21)C=2OC1=C(C=C(C=C1C(C2C)=O)C)[C@H](C)O 2-Furo[3,2-b]pyridin-6-yl-8-[(1S)-1-hydroxyethyl]-3,6-dimethyl-chromen-4-one